IC=1C=NN(C1C)CC(C)(C)C (E)-4-iodo-5-methyl-1-neopentyl-1H-pyrazole